7-fluoronaphthalene-6-d-1,3-diol FC1=C(C=C2C=C(C=C(C2=C1)O)O)[2H]